nickel 1,2-bis(diphenylphosphino)ethane chloride [Cl-].C1(=CC=CC=C1)P(CCP(C1=CC=CC=C1)C1=CC=CC=C1)C1=CC=CC=C1.[Ni+2].[Cl-]